C1(CC1)NC(C1=C(C(=C(C(=C1)CC1=C(C(=NC=C1)NS(N)(=O)=O)F)F)F)NC1=C(C=C(C=C1)I)F)=O N-Cyclopropyl-3,4-difluoro-2-(2-fluoro-4-iodoanilino)-5-[[3-fluoro-2-(sulfamoylamino)pyridin-4-yl]methyl]benzamide